methyl 5-(2-hydroxyethyl)furan-2-carboxylate OCCC1=CC=C(O1)C(=O)OC